C12(CC(C1)C2)N2N=CC(=C2)C2C=C(CCO2)B2OC(C(O2)(C)C)(C)C 1-(1-bicyclo[1.1.1]pentanyl)-4-[4-(4,4,5,5-tetramethyl-1,3,2-dioxaborolan-2-yl)-3,6-dihydro-2H-pyran-6-yl]pyrazole